N-(5,8,11,14-eicosatetraenoyl)tyrosine tert-butyl-N-[(1S,2R)-2-amino-1,2-bis(4-chlorophenyl)ethyl]carbamate C(C)(C)(C)N(C(=O)OC1=CC=C(C[C@H](NC(CCCC=CCC=CCC=CCC=CCCCCC)=O)C(=O)O)C=C1)[C@H]([C@@H](C1=CC=C(C=C1)Cl)N)C1=CC=C(C=C1)Cl